2-((1R,2R)-1-(2-cyano-4-fluorophenyl)-1-phenylpropan-2-yl)-5-hydroxy-N-(isoxazol-4-yl)-1-methyl-6-oxo-1,6-dihydropyrimidine-4-carboxamide C(#N)C1=C(C=CC(=C1)F)[C@H]([C@@H](C)C=1N(C(C(=C(N1)C(=O)NC=1C=NOC1)O)=O)C)C1=CC=CC=C1